C1(CC1)N1CCN(C2=CC=CC=C12)C(=O)C1=CN=CN1CC1=C(C=C(C=C1)Cl)Cl (4-cyclopropyl-3,4-dihydroquinoxalin-1(2H)-yl)(1-(2,4-dichlorobenzyl)-1H-imidazol-5-yl)methanone